N=1CC(NCC1)=O 2,5-dihydropyrazin-3-one